N=1NN=NC1NC(CNC(CNC(CN1N=C(C=2C(=CC=CC12)C1=C(C=C2C=NN(C2=C1)C)F)C(F)(F)F)=O)=O)=O N-(2-((2H-tetrazol-5-yl)amino)-2-oxoethyl)-2-(2-(5'-fluoro-1'-methyl-3-(trifluoromethyl)-1H,1'H-[4,6'-biindazol]-1-yl)acetamido)acetamide